N-([4-[4-[[2-(4-chlorophenyl)-4,4-dimethylcyclohexen-1-yl]methyl]piperazin-1-yl]phenyl]sulfonyl)-4-((2,5-dichlorophenoxy)methyl)benzamide ClC1=CC=C(C=C1)C1=C(CCC(C1)(C)C)CN1CCN(CC1)C1=CC=C(C=C1)S(=O)(=O)NC(C1=CC=C(C=C1)COC1=C(C=CC(=C1)Cl)Cl)=O